CC1(OCCCN(C1=O)CCCNC1=NC(=NC=C1C#N)NC=1C(=NN(C1)C1CCN(CC1)C)C)C 4-((3-(2,2-dimethyl-3-oxo-1,4-oxazepan-4-yl)propyl)amino)-2-((3-methyl-1-(1-methylpiperidin-4-yl)-1H-pyrazol-4-yl)amino)pyrimidine-5-carbonitrile